homophthalic anhydride C1(CC=2C(C(=O)O1)=CC=CC2)=O